N-(2-(4-(dimethylamino)piperidin-1-yl)ethyl)-N-(4-hydroxybutyl)-3-methyl-5-(1-methyl-6-oxo-1,6-dihydropyridin-3-yl)benzo[b]thiophene-2-carboxamide CN(C1CCN(CC1)CCN(C(=O)C1=C(C2=C(S1)C=CC(=C2)C2=CN(C(C=C2)=O)C)C)CCCCO)C